O[C@H]1[C@@H](N(C1)C=1N=C(C2=C(N1)CCC2)C=2C=C1CNC(C1=CC2)=O)C 5-[2-[(2S,3R)-3-hydroxy-2-methyl-azetidin-1-yl]-6,7-dihydro-5H-cyclopenta[d]pyrimidin-4-yl]isoindolin-1-one